5-(2-fluoro-6-hydroxy-3-(1H-indol-2-yl)phenyl)-1,2,5-thiadiazolidin-3-one 1,1-dioxide FC1=C(C(=CC=C1C=1NC2=CC=CC=C2C1)O)N1CC(NS1(=O)=O)=O